CC1=C(C(=O)NC2=CC=C(C=C2)N2CCNCC2)C=CC(=C1)C(=O)NC1=CC=C(C=C1)N1CCNCC1 2-methyl-N1,N4-bis(4-(piperazin-1-yl)phenyl)terephthalamide